C1(CC1)C=1OC=C(N1)C=1C=C(C=CC1)N(C(=O)[C@@H]1CC[C@H](CC1)O)C[C@@H]1CC[C@H](CC1)C1=NC(=C(C=C1)OC)C trans-N-(3-(2-Cyclopropyloxazol-4-yl)phenyl)-4-hydroxy-N-((trans-4-(5-methoxy-6-methylpyridin-2-yl)cyclohexyl)methyl)cyclohexane-carboxamide